3,4-dihydro-1,3-benzoxazine O1CNCC2=C1C=CC=C2